[Si](C1=CC=CC=C1)(C1=CC=CC=C1)(C(C)(C)C)O[C@@H]1CC(N(C1)CCOC)=O (4R)-4-[tert-butyl(diphenyl)silyl]oxy-1-(2-methoxyethyl)pyrrolidin-2-one